FC1=C(C(=CC=C1)C1=NC=CC=N1)C(=O)N1[C@@H]2[C@@H](C[C@H](C1)C2)N(C2=NC=C(C=C2)C(F)(F)F)C (2-fluoro-6-(pyrimidin-2-yl)phenyl)((1S,4S,6R)-6-(methyl(5-(trifluoromethyl)pyridin-2-yl)amino)-2-azabicyclo[2.2.1]heptan-2-yl)methanone